S1C(=NC2=C1C=CC=C2)NC2=C(C(=C(N=N2)NC=2SC=C(N2)C(=O)OCC)C)COC ethyl 2-({6-[(1,3-benzothiazol-2-yl) amino]-5-(methoxymethyl)-4-methylpyridazin-3-yl} amino)-1,3-thiazole-4-carboxylate